1-[(1H-pyrazol-5-yl)methyl]-2'-(quinolin-3-yl)-5',6'-dihydrospiro[azetidine-3,4'-pyrrolo[1,2-b]pyrazole] N1N=CC=C1CN1CC2(CCN3N=C(C=C32)C=3C=NC2=CC=CC=C2C3)C1